(4Z)-4-(1H-Benzimidazol-5-ylmethylene)-2-ethylsulfanyl-1H-imidazol-5-one N1C=NC2=C1C=CC(=C2)\C=C\2/N=C(NC2=O)SCC